octanetriol tricyanoacetate C(#N)C(C(=O)OC(CCCCCCC)(O)O)(C#N)C#N